[Si](C)(C)(C(C)(C)C)OC1CCC2(NCC3=NC(=CC=C32)Cl)CC1 4-((tert-butyldimethylsilyl)oxy)-2'-chloro-6',7'-dihydrospiro[cyclohexane-1,5'-pyrrolo[3,4-b]pyridine]